ClC1=C(C=C(N=N1)N)C1=CC=C(C=C1)OC 6-Chloro-5-(4-methoxyphenyl)pyridazin-3-amine